ClC=1C=CC2=C(C=CCN(S2(=O)=O)[C@@H](C(C)C2=C(C(=CC=C2F)C)C)C2=NNC(O2)=O)C1 5-((1S)-1-(7-chloro-1,1-dioxidobenzo[f][1,2]thiazepin-2(3H)-yl)-2-(6-fluoro-2,3-dimethylphenyl)propyl)-1,3,4-oxadiazol-2(3H)-one